FC(C1=CC=C(C=C1)C(C(=O)O)F)F 4-(difluoromethyl)-α-fluoro-benzeneacetic acid